(R)-o-chlorophenylglycine methyl ester COC([C@H](N)C1=C(C=CC=C1)Cl)=O